lactobionolactone C([C@@H]1[C@@H]([C@@H]([C@H]([C@@H](O1)O[C@@H]2[C@H](OC(=O)[C@@H]([C@H]2O)O)CO)O)O)O)O